2-[[6-[[2-[4-(2-azaspiro[3.3]heptan-6-yloxy)-1-piperidyl]-5-chloro-pyrimidin-4-yl]amino]-1-ethyl-2-oxo-3-quinolyl]oxy]-N-methyl-acetamide trifluoroacetate FC(C(=O)O)(F)F.C1NCC12CC(C2)OC2CCN(CC2)C2=NC=C(C(=N2)NC=2C=C1C=C(C(N(C1=CC2)CC)=O)OCC(=O)NC)Cl